1-(3-(2-(3-oxa-8-azabicyclo[3.2.1]oct-8-yl)-2-oxoethoxy)phenyl)-7-chloro-4-((R)-3-hydroxypyrrolidin-1-yl)quinazolin-2(1H)-one C12COCC(CC1)N2C(COC=2C=C(C=CC2)N2C(N=C(C1=CC=C(C=C21)Cl)N2C[C@@H](CC2)O)=O)=O